ethyl 2-formylcyclopropane-1-carboxylate C(=O)C1C(C1)C(=O)OCC